[3-[2-chloro-5-(3,5-dimethyl-2,6-dioxo-4-thioxo-1,3,5-triazin-1-yl)-4-fluoro-phenyl]-5-methyl-4H-isoxazol-5-yl] methylsulfonate CS(=O)(=O)OC1(CC(=NO1)C1=C(C=C(C(=C1)N1C(N(C(N(C1=O)C)=S)C)=O)F)Cl)C